OC1CC2(C1)CC(C2)[C@@H]2N(C[C@H](CC2)C)C(=O)OC(C)(C)C tert-butyl (2R,5S)-2-(2-hydroxyspiro[3.3]heptan-6-yl)-5-methyl-piperidine-1-carboxylate